tert-butyl (R)-3-((S)-1-(tert-butoxy)-3-(3-((diphenylmethylene)amino)phenyl)-1-oxopropan-2-yl)pyrrolidine-1-carboxylate C(C)(C)(C)OC([C@@H](CC1=CC(=CC=C1)N=C(C1=CC=CC=C1)C1=CC=CC=C1)[C@@H]1CN(CC1)C(=O)OC(C)(C)C)=O